(S)-methyl(6-(trifluoromethyl)-2,3-dihydrobenzofuran-3-yl)carbamate COC(N[C@@H]1COC2=C1C=CC(=C2)C(F)(F)F)=O